tert-butyl (R)-(1-(4-(5-chloro-4-((1-(2,4-dichlorophenyl)ethyl)amino)pyrimidin-2-yl)piperazin-1-yl)-2-methyl-1-oxopropan-2-yl)carbamate ClC=1C(=NC(=NC1)N1CCN(CC1)C(C(C)(C)NC(OC(C)(C)C)=O)=O)N[C@H](C)C1=C(C=C(C=C1)Cl)Cl